C(C)OC=1C=C(C=C(C1)C(F)(F)F)C1CCC2(CN(C2)C(=O)C2CC(C2)(C)O)CC1 (7-(3-Ethoxy-5-(trifluoromethyl)phenyl)-2-azaspiro[3.5]nonan-2-yl)((1s,3s)-3-hydroxy-3-methylcyclobutyl)methanon